C[C@H]1COC(=O)[C@H]2[C@@H]1C[C@H]([C@@H]2C)O[C@H]3[C@@H]([C@H]([C@@H]([C@H](O3)CO)O)O)O The molecule is a terpene glycoside that is beta-D-glucopyranose in which the hydrogen of the hydroxy group at position 1R is replaced by a (4R,4aR,6R,7R,7aS)-4,7-dimethyl-1-oxooctahydrocyclopenta[c]pyran-6-yl group. It is a plant metabolite isolated from Nepeta cataria. It has a role as a plant metabolite. It is a terpene glycoside, an iridoid monoterpenoid, a beta-D-glucoside and an organic heterobicyclic compound.